BrC1=CC=C(C=N1)C1(CC1)C(=O)N (6-bromopyridin-3-yl)cyclopropanecarboxamide